2-(2,4-dichlorophenyl)-2-methyl-4-acetoxy-5-amino-3(2H)-furanone ClC1=C(C=CC(=C1)Cl)C1(OC(=C(C1=O)OC(C)=O)N)C